5-(pyridin-4-yl)pent-4-enamide N1=CC=C(C=C1)C=CCCC(=O)N